1,5,7-triazabicyclo[4.4.0]decane N12CCCNC2NCCC1